2-[4-(5-azaspiro[2.5]oct-5-yl)-3-fluoropiperidin-1-yl]-N-[(3,5-difluoropyridin-2-yl)methyl]-1,3-thiazole-5-carboxamide C1CC12CN(CCC2)C2C(CN(CC2)C=2SC(=CN2)C(=O)NCC2=NC=C(C=C2F)F)F